C(C1=CC=CC=C1)NC(=S)NC=1C=NC2=CC=CC=C2C1 1-benzyl-3-quinolin-3-ylthiourea